(Z)-N-(4-(1H-tetrazol-5-yl)phenyl)-4-(5-(3-methoxy-4-methylbenzylidene)-2,4-dioxothiazolidin-3-yl)butanamide N1N=NN=C1C1=CC=C(C=C1)NC(CCCN1C(S\C(\C1=O)=C/C1=CC(=C(C=C1)C)OC)=O)=O